(R)-3-(6-chloro-2-((4-nitrophenoxy)carbonyl)-1,2,3,4-tetrahydroisoquinolin-8-yl)morpholine ClC=1C=C2CCN(CC2=C(C1)[C@H]1NCCOC1)C(=O)OC1=CC=C(C=C1)[N+](=O)[O-]